2-AMINO-5-(PYRIDIN-4-YL)NICOTINALDEHYDE NC1=C(C=O)C=C(C=N1)C1=CC=NC=C1